C(C=1C(O)=CC=CC1)=NCC(C)N=CC=1C(O)=CC=CC1 bis-salicylidene-1,2-propylenediamine